COC1=CC=C(CN2CNC3=NC(=CC=C32)[C@@H]3[C@H](C3)C3=NC=CC(=N3)C)C=C1 |r| rac-1-(4-methoxybenzyl)-5-((1S*,2S*)-2-(4-methylpyrimidin-2-yl)cyclopropyl)-3H-imidazo[4,5-b]pyridine